NC1=NC(=NC=C1C(=O)NC1=CC=C(C=C1)OC)N1C2CN(CC1CC2)C=2C=NC1=CC=CC=C1C2 4-Amino-N-(4-methoxyphenyl)-2-(3-(quinolin-3-yl)-3,8-diazabicyclo[3.2.1]octan-8-yl)pyrimidine-5-carboxamide